(6E)-7,11-dimethyl-3-methylene-1,6,10-Dodecatriene C\C(=C/CCC(C=C)=C)\CCC=C(C)C